BrC1=CC(=C(O[C@H](C(=O)OC(C)(C)C)C)C=C1)C1=NOCC1OCCCC tert-butyl (2S)-2-[4-bromo-2-(4-butoxy-4,5-dihydroisoxazol-3-yl)phenoxy]propanoate